FC1(CCN(CC1)C(=O)C1=C(C=C(C=C1)C1=NN=C(N1)C)C1=NN(C=C1)C(C)C)C (4-fluoro-4-methylpiperidin-1-yl)-[4-(5-methyl-4H-1,2,4-triazol-3-yl)-2-(1-propan-2-ylpyrazol-3-yl)phenyl]methanone